NC1=C(C(=CC=C1)F)C=1C(=CC2=C(N(C(N=C2N2[C@H](CN([C@@H](C2)C)C(C=C)=O)C)=O)C=2C(=NC=CC2N(C)C)C(C)C)N1)Cl 7-(2-Amino-6-fluoro-phenyl)-6-chloro-1-[4-(dimethylamino)-2-isopropyl-3-pyridyl]-4-[(2S,5R)-2,5-dimethyl-4-prop-2-enoyl-piperazin-1-yl]pyrido[2,3-d]pyrimidin-2-one